2-[7-(difluoromethyl)-4-azaspiro[2.5]octan-7-yl]propan-2-ol hydrochloride Cl.FC(C1(CCNC2(CC2)C1)C(C)(C)O)F